OC=1C=C(/C=C/C(=O)[O-])C=CC1 Trans-3-Hydroxycinnamate